C(C)(C)(C)OC(=O)N1C[C@H](CC1)OC=1C=C2CN(C(C2=CC1F)=O)C=1C(=NC(=CC1)OCC1=CC=CC=C1)OCC1=CC=CC=C1 (S)-3-((2-(2,6-bis(benzyloxy)pyridin-3-yl)-6-fluoro-1-oxoisoindolin-5-yl)oxy)pyrrolidine-1-carboxylic acid tert-butyl ester